1-(2-((methylsulfonyl)oxy)ethyl)cyclohex-3-enecarboxylate CS(=O)(=O)OCCC1(CC=CCC1)C(=O)[O-]